methyl 5-bromo-3-methyl-thiophene-2-carboxylate BrC1=CC(=C(S1)C(=O)OC)C